C(C)(=O)OCCCC(C)I 4-iodopentyl acetate